8-chloro-N-(cyclopropylmethyl)-N-[1-(3-pyrimidin-2-ylpyrazin-2-yl)ethyl]-6-(trifluoromethyl)quinazolin-4-amine ClC=1C=C(C=C2C(=NC=NC12)N(C(C)C1=NC=CN=C1C1=NC=CC=N1)CC1CC1)C(F)(F)F